CN1N=C(C=C1S(=O)(=O)N1CCC2(CCC(C2)N2CC3(COC3)C2)CC1)C 6-(8-((1,3-Dimethyl-1H-pyrazol-5-yl)sulfonyl)-8-azaspiro[4.5]dec-2-yl)-2-oxa-6-azaspiro[3.3]heptane